OCCNC(C=C)=O acrylic acid 2-hydroxyethyl amide